COCCOCCOCCOCCN=[N+]=[N-] O-(2-azidoethyl)-O'-methyl-triethylene glycol